benzyl (S)-4-((2-(tert-butoxy)-2-oxo-1-phenylethyl)((chloromethoxy)carbonyl)amino)butanoate C(C)(C)(C)OC([C@H](C1=CC=CC=C1)N(CCCC(=O)OCC1=CC=CC=C1)C(=O)OCCl)=O